BrC1=CC2=C(OCC(C(N2C)=O)NC(C2=C(C=CC(=C2)OC2=C(C=CC=C2)F)F)=O)C=C1 N-(7-bromo-5-methyl-4-keto-2,3,4,5-tetrahydrobenzo[b][1,4]Oxazepin-3-yl)-2-fluoro-5-(2-fluorophenoxy)benzamide